OC1=CC=C2[C@H]([C@H](OCC2=C1)C(C)C)C1=CC=C(C=C1)N1CCC(CC1)CN1CCN(CC1)C=1C=C2CN(C(C2=CC1)=O)[C@@H]1C(NC(CC1)=O)=O (S)-3-(5-(4-((1-(4-((3R,4R)-7-hydroxy-3-isopropylisochroman-4-yl)phenyl)piperidin-4-yl)methyl)piperazin-1-yl)-1-oxoisoindolin-2-yl)piperidine-2,6-dione